F[C@@H]1C[C@H](CC1)CN1N=CC(=C1)C=1C=CC(=NC1C1=CC=C2C=C(N=NC2=C1)OC)C#N 5-(1-(((1S,3S)-3-fluorocyclopentyl)methyl)-1H-pyrazol-4-yl)-6-(3-methoxycinnolin-7-yl)picolinonitrile